C(C)(C)(C)C1=CC=C(C=C1)C(=C(F)F)O[Si](C)(C)C ((1-(4-tert-butylphenyl)-2,2-difluorovinyl)oxy)trimethylsilane